ClC1=NC=CC(=C1F)C(C)=O 1-(2-chloro-3-fluoro-4-pyridinyl)ethanone